C1(=CC=CC=C1)P(C(C1=CC=C(C=C1)C)=O)(C(C1=CC=C(C=C1)C)=O)=O phenylbis(p-methylbenzoyl)phosphine oxide